[Si](C)(C)(C(C)(C)C)OCC=1N=NC(=CC1NC1=CC(=NC=C1)NC(CN1CCN(CC1)CCN(C(OC)=O)C)=O)C1=C(C=CC(=C1)Cl)F methyl N-[2-[4-[2-[[4-[[3-[[tert-butyl (dimethyl)silyl]oxymethyl]-6-(5-chloro-2-fluorophenyl)pyridazin-4-yl]amino]pyridin-2-yl]amino]-2-oxoethyl]piperazin-1-yl]ethyl]-N-methylcarbamate